C(#C)C1=CC=C2C=CN(C2=C1)C 6-ethynyl-1-methyl-1H-indole